1-(3-(4-chloro-3-ethyl-1H-pyrrolo[2,3-b]pyridin-5-yl)phenyl)-4-(dimethylglycyl)piperazin-2-one ClC1=C2C(=NC=C1C=1C=C(C=CC1)N1C(CN(CC1)C(CN(C)C)=O)=O)NC=C2CC